COC1=CC=C(C=C1)N1C=NN(C1=O)CC1=CC(=C(OC(C(=O)OCC)(C)C)C(=C1)C)C Ethyl 2-(4-((4-(4-methoxyphenyl)-5-oxo-4,5-dihydro-1H-1,2,4-triazol-1-yl) methyl)-2,6-dimethylphenoxy)-2-methylpropionate